methyl 3,4,5-tris(2-(2-(2-methoxyethoxy)ethoxy)ethoxy)benzoate COCCOCCOCCOC=1C=C(C(=O)OC)C=C(C1OCCOCCOCCOC)OCCOCCOCCOC